2-((3-(4-methylpiperazine-1-sulfonamido)phenyl)amino)pyrimidine CN1CCN(CC1)S(=O)(=O)NC=1C=C(C=CC1)NC1=NC=CC=N1